CC1=C2COC(C2=CC=C1[C@@H]1CN(CCO1)CC=1C=NN(C1)C1=NC(=CN=C1)C)=O (R)-4-methyl-5-(4-((1-(6-methylpyrazin-2-yl)-1H-pyrazol-4-yl)methyl)morpholin-2-yl)isobenzofuran-1(3H)-one